ClC1=C(C(=CC=C1)Cl)N1C(C=2C=NC=3NC(=CC3C2N(C1=O)C)C=1C=NN(C1)[C@H]1[C@H](CNCC1)F)=O 11-(2,6-dichlorophenyl)-4-[1-[(3S,4R)-3-fluoro-4-piperidyl]pyrazol-4-yl]-13-methyl-5,7,11,13-tetrazatricyclo[7.4.0.02,6]trideca-1(9),2(6),3,7-tetraene-10,12-dione